C(C)(=O)OC(C(=O)C1=C(C=C(C=C1)F)Br)CC=1C=NN(C1)CC 1-(2-bromo-4-fluorophenyl)-3-(1-ethyl-1H-pyrazol-4-yl)-1-oxoprop-2-yl acetate